ClC=1C(=C(C=CC1)NC1=NC=NC2=CC(=C(C=C12)NC(C=C)=O)C#C[C@@]1(CN(CCC1)C)C)F (R)-N-(4-((3-chloro-2-fluorophenyl)amino)-7-((1,3-dimethylpiperidin-3-yl)ethynyl)quinazolin-6-yl)acrylamide